CC=1N=C2N(N=C(C=C2OC(F)(F)F)C=2C=C3C(=NC2)C=C(S3)C3CCN(C2(CC2)C3)C(=O)OC(C)(C)C)C1 tert-butyl 7-[6-[2-methyl-8-(trifluoromethoxy)imidazo[1,2-b]pyridazin-6-yl]thieno[3,2-b]pyridin-2-yl]-4-azaspiro[2.5]octane-4-carboxylate